CC1(CCC(CC1)C=1CCCC2=C(C1C1=NC=C(C=C1F)C=C1CN(C1)CCCF)C=CC(=C2)C(=O)OC)C methyl 8-(4,4-dimethylcyclohexyl)-9-(3-fluoro-5-((1-(3-fluoropropyl)azetidin-3-ylidene)methyl)pyridin-2-yl)-6,7-dihydro-5H-benzo[7]annulene-3-carboxylate